ClC=1C=C(C(N(C1)C)=O)NC1=CC(=NC(=N1)C=1C=NC=CC1)N1CC2(CC1)CC(CCC2)C(=O)NC 2-(6-((5-chloro-1-methyl-2-oxo-1,2-dihydropyridin-3-yl)amino)-2-(pyridin-3-yl)pyrimidin-4-yl)-N-methyl-2-azaspiro[4.5]decane-7-carboxamide